ClC=1C=CC(=NC1)C1(CCCC1)C(=O)Cl 1-(5-chloropyridin-2-yl)cyclopentane-1-carboxylic acid chloride